NCCOC1=C(C=C(C=C1)CC)S(=O)(=O)NC1=NOC2=C1C(=CC(=C2)CN2N=CC(=C2)CNC(C(=C)F)=O)OC N-((1-((3-((2-(2-aminoethoxy)-5-ethylphenyl)sulfonamido)-4-methoxybenzo[d]isoxazol-6-yl)methyl)-1H-pyrazol-4-yl)methyl)-2-fluoroacrylamide